FC(CC(C1=CC=CC=C1)C1=C(NC2=CC=CC=C12)C1=CC=C(C=C1)S(=O)(=O)F)(F)F 4-(3-(3,3,3-trifluoro-1-phenylpropyl)-1H-indol-2-yl)benzenesulfonyl fluoride